CN1CC2=CC(=CC=C2CC1)C=O 2-methyl-1,2,3,4-tetrahydroisoquinoline-7-carbaldehyde